FC1=CC=C(C=C1)N1C(C(=C(C(=C1C)C)C)C(=O)O)=O 1-(4-fluorophenyl)-4,5,6-trimethyl-2-oxo-1,2-dihydropyridine-3-carboxylic acid